O1C(=CC=C1)C(=O)O.[C@@H]12OC[C@@H](N(C1)C1=C(C=C(C(=C1)OC)C=1N=CC3=C(N1)N1C(C(=C3)C3=C(C(=CC(=C3Cl)OC)OC)Cl)=NC=C1)NC(C=C)=O)C2 N-(2-((1S,4S)-2-oxa-5-azabicyclo[2.2.1]heptan-5-yl)-5-(6-(2,6-dichloro-3,5-dimethoxyphenyl)imidazo[1',2':1,6]pyrido[2,3-d]pyrimidin-2-yl)-4-methoxyphenyl)acrylamide furanate